methyl 6-((2-fluorobenzyl) oxy)-2-methylindole-3-carboxylate FC1=C(COC2=CC=C3C(=C(NC3=C2)C)C(=O)OC)C=CC=C1